FC1(NCCNC1)F (S)-2,2-difluorotetrahydro-1H-pyrazin